cis-2,8-p-menthadiene-1-ol [C@@]1(C=C[C@H](CC1)C(=C)C)(C)O